[Ir+].CCS(=O)(=O)N methyl-methanesulfonamide iridium (I)